C(C)(C)(C)[Si](C1=CC=CC=C1)(C1=CC=CC=C1)OCCCCCCCC(CCCCCCCCC)CCOCC1=CC=C(C=C1)OC tert-butyl-((8-(2-((4-methoxybenzyl)oxy)-ethyl)heptadecyl)-oxy)diphenylmonosilane